FC(C(C(F)(F)OC(C(=C)C)=O)(F)F)CCCCC(F)(F)F Octafluorooctylmethacrylat